NC1CN(CCCC1)C(CCl)=O 1-(3-Aminoazepan-1-yl)-2-chloro-ethanone